monomethyl-hafnium trishydroxide [OH-].[OH-].[OH-].C[Hf+3]